stilbene hydrochloride Cl.C1(=CC=CC=C1)C=CC1=CC=CC=C1